4-(bromomethyl)-N-((1,2,3,5,6,7-hexahydro-s-indacen-4-yl)carbamoyl)furan-2-sulfonamide BrCC=1C=C(OC1)S(=O)(=O)NC(NC1=C2CCCC2=CC=2CCCC12)=O